DIPIPERAMIDE-D C1CCN(CC1)C(=O)/C=C/[C@H]2[C@@H]([C@@H]([C@H]2C(=O)N3CCCCC3)/C=C/C4=CC5=C(C=C4)OCO5)/C=C/C6=CC7=C(C=C6)OCO7